N(N)C1=NC=CC(=N1)N1CCN(CC1)C(=O)OC(C)(C)C tert-Butyl 4-(2-hydrazineylpyrimidin-4-yl)piperazine-1-carboxylate